C(C)(C)(C)[Si](OCCN1N=C(C=C1)B(O)O)(C)C [1-[2-[tert-butyl-(dimethyl)silyl]oxyethyl]pyrazol-3-yl]boronic acid